tert-butyl 7-(2-(6-(cyclopropanecarboxamido)-1-(methylamino)-2,7-naphthyridin-4-yl) benzo[d]oxazol-5-yl)-9-oxa-3,7-diazabicyclo[3.3.1]nonane-3-carboxylate C1(CC1)C(=O)NC=1C=C2C(=CN=C(C2=CN1)NC)C=1OC2=C(N1)C=C(C=C2)N2CC1CN(CC(C2)O1)C(=O)OC(C)(C)C